(4S,5R)-8,9-difluoro-N,N,4-trimethyl-5,6-dihydro-4H-pyrrolo[3,2,1-ij]quinolin-5-amine FC=1C=C2C[C@H]([C@@H](N3C2=C(C1F)C=C3)C)N(C)C